2-Thienylimidazo[1,2-a]pyridine S1C(=CC=C1)C=1N=C2N(C=CC=C2)C1